5-(8-(Cyclopropylmethyl)-1,4-dioxaspiro[4.5]decan-8-yl)pent-1-yn-3-one C1(CC1)CC1(CCC2(OCCO2)CC1)CCC(C#C)=O